C(#N)C1=CC=C(C=C1)C1=CC=C(C=C1)CCCCC 4-cyano-4'-pentylbiphenyl